P(O)(F)OC1=CC=C(C=C1C(C)(C)C)C(C)(C)C (4,6-di-t-butylphenol) fluorophosphite